FC=1C=2CCCC2C(=C2CCCC12)NC(=O)NS(=O)(=O)C1=NN(C(=C1)CN1C[C@H](CC1)O)C(C)C (S)-N-((8-fluoro-1,2,3,5,6,7-hexahydro-s-indacen-4-yl)carbamoyl)-5-((3-hydroxypyrrolidin-1-yl)methyl)-1-isopropyl-1H-pyrazole-3-sulfonamide